2-(((1s,4s)-4-((5-([1,2,4]triazolo[1,5-a]pyridin-6-yl)-7H-pyrrolo[2,3-d]pyrimidin-2-yl)amino)cyclohexyl)oxy)ethan-1-ol N=1C=NN2C1C=CC(=C2)C2=CNC=1N=C(N=CC12)NC1CCC(CC1)OCCO